C(C)C(CNC(=N)NC(=N)N)CCCC 2-ethylhexylbiguanide